2-phthalazinium C1=[NH+]N=CC2=CC=CC=C12